P(=O)(=O)[Re](=O)(=O)(O)O phosphorhenic acid